2-[6-[(4aS,8aR)-2,3,4a,5,6,7,8,8a-octahydropyrido[4,3-b][1,4]oxazin-4-yl]pyridazin-3-yl]-3-methyl-phenol O1[C@H]2[C@@H](N(CC1)C1=CC=C(N=N1)C1=C(C=CC=C1C)O)CNCC2